C(CCC)C1CCC(CC1)C1=CC=C(C=C1)C=1N=CC(=NC1)N 5-[4-(4-butylcyclohexyl)phenyl]pyrazin-2-amine